8-fluoro-7-(7-fluoro-8-((triisopropylsilyl)ethynyl)naphthalen-1-yl)-2-(((2R,7aS)-2-fluorotetrahydro-1H-pyrrolizin-7a(5H)-yl)methoxy)-N-(3-vinylphenethyl)pyrido[4,3-d]pyrimidin-5-amine FC1=C(N=C(C2=C1N=C(N=C2)OC[C@]21CCCN1C[C@@H](C2)F)NCCC2=CC(=CC=C2)C=C)C2=CC=CC1=CC=C(C(=C21)C#C[Si](C(C)C)(C(C)C)C(C)C)F